2-methoxybenzyl (S)-(2-(hydroxycarbamoyl)chroman-8-yl)carbamate ONC(=O)[C@H]1OC2=C(C=CC=C2CC1)NC(OCC1=C(C=CC=C1)OC)=O